2-(2'-stearoyloxy-3',5'-dimethylphenyl)-5-methylbenzotriazole C(CCCCCCCCCCCCCCCCC)(=O)OC1=C(C=C(C=C1C)C)N1N=C2C(=N1)C=CC(=C2)C